COC1=CC=C(CN2C(N(CCC2=O)C2=CC=C(O[C@H]3CN(CC3)C(=O)OC(C)(C)C)C=C2)=O)C=C1 tert-butyl (R)-3-(4-(3-(4-methoxybenzyl)-2,4-dioxotetrahydropyrimidin-1(2H)-yl)phenoxy)pyrrolidine-1-carboxylate